ClC1=CC(=C(C=C1)C1=NC(=CC=2N=C(N(C(C21)=O)C)C)N2C[C@@H](OCC2)C=2C=NC(=NC2)C)F 5-(4-chloro-2-fluoro-phenyl)-2,3-dimethyl-7-((2S)-2-(2-methyl-5-pyrimidinyl)-4-morpholinyl)pyrido[4,3-d]-pyrimidin-4(3H)-one